BrC1=CC(=C(C(=C1)F)S(=O)(=O)N(CC1=CC=C(C=C1)OC)CC1=CC=C(C=C1)OC)F 4-bromo-2,6-difluoro-N,N-bis(4-methoxybenzyl)benzenesulfonamide